ClC1=CC2=C(N(C=N2)CCC[C@H]2NCCC[C@@H]2O)C(=C1)C=1C=NNC1 (2R,3S)-2-(3-(5-chloro-7-(1H-pyrazol-4-yl)-1H-benzo[d]imidazol-1-yl)propyl)piperidin-3-ol